[As]#[In] Indium monoarsenide